CC1=CC=C(C=C1)S(=O)(=O)[O-] para-toluenesulfonic acid anion